CC1=CC(=NC=C1C(F)(F)F)C#N 4-methyl-5-(trifluoromethyl)pyridinecarbonitrile